C(CC(C)C)C(C(=O)O)C(C)C.CC(CC(=O)OCCC(C)C)C 3-methylbutyl 3-methylbutanoate (Isopentyl Isovalerate)